7-(8-fluoro-2-methylimidazo[1,2-a]pyridin-6-yl)-2-(piperidin-4-yl)-4H-pyrido[1,2-a]pyrimidin-4-one FC=1C=2N(C=C(C1)C=1C=CC=3N(C(C=C(N3)C3CCNCC3)=O)C1)C=C(N2)C